8-Carboxypropylthioguanosine C(=O)(O)CCCC=1N([C@H]2[C@H](S)[C@H](O)[C@@H](CO)O2)C=2N=C(NC(C2N1)=O)N